CC1=CC=CC(=N1)C1=C(N=CN1)C=1C=C2C=C(C=NC2=CC1)C1=CCC(CC1)C(=O)OCC ethyl 4-[6-[5-(6-methyl-2-pyridyl)-1H-imidazol-4-yl]-3-quinolyl]cyclohex-3-ene-1-carboxylate